O=C1NC(CCC1C1=C(CN(C2CCN(CC2)C2=CC(=C(C=C2C)NC2=NC=C(C(=C2)NC2=C(C(=O)NC)C=CC=C2)C(F)(F)F)OC(C)C)C)C=CC=C1)=O 2-((2-((4-(4-((2-(2,6-dioxopiperidin-3-yl)benzyl)(methyl)amino)piperidin-1-yl)-2-isopropoxy-5-methylphenyl)amino)-5-(trifluoromethyl)pyridin-4-yl)amino)-N-methylbenzamide